C(C)(=O)C1(CC=C2C[C@@H]3[C@@H]4C=C[C@@]([C@H]5[C@@]4(C2=C1O5)CCN3C)(O)C(C)=O)O 3,6-Diacetylmorphine